CC1=C(C=CC(=C1)C)C1=NC(=NC(=N1)C1=C(C=C(C=C1)C)C)C1=C(C=C(C=C1)OCCCCCCCC)O 2-[4,6-bis(2,4-dimethylphenyl)-1,3,5-triazine-2-yl]-5-octyloxyphenol